rac-(1R,2S,5R)-1-amino-5-(2-boronoethyl)-2-((methyl(phenyl)amino)methyl)cyclohexanecarboxylic acid dihydrochloride Cl.Cl.N[C@]1([C@@H](CC[C@H](C1)CCB(O)O)CN(C1=CC=CC=C1)C)C(=O)O |r|